2-((E)-2-(((E)-4-nitrobenzylidene)hydrazineylidene)-5-oxoimidazolidine-4-yl)acetyl chloride [N+](=O)([O-])C1=CC=C(\C=N\N=C/2\NC(C(N2)CC(=O)Cl)=O)C=C1